(R)-N-(3-(1-((2-amino-5-chloropyridin-3-yl)oxy)ethyl)-2-methylphenyl)-3-(methylsulfonyl)benzamide NC1=NC=C(C=C1O[C@H](C)C=1C(=C(C=CC1)NC(C1=CC(=CC=C1)S(=O)(=O)C)=O)C)Cl